C=12C(=CC=CC1)O2 Phenylene oxide